C(N)(OC(C1CCCCC1)C1=CC(=C(C=C1)OC)C=1C=NC=C(C1)C1=NN=CN1COCC[Si](C)(C)C)=O 4-methoxy-3-(5-(4-((2-(trimethylsilyl)ethoxy)methyl)-4H-1,2,4-triazol-3-yl)pyridin-3-yl)phenyl(cyclohexylmethyl) carbamate